C1(CCCCC1)P(C1=C(C=CC=C1)C1=C(C=CC=C1)N(C)C)C1CCCCC1 2-dicyclohexylphosphino-2'-(N,N-dimethylamino)-biphenyl